C[C@H]1C[C@H]2[C@H](C2(C)C)C=C1 (1S,3S)-trans-4-carene